2-((1-hydroxy-2-methylpropan-2-yl)amino)-N-methyl-5-(2-methyl-5-(phenylcarbamoyl)phenyl)nicotinamide OCC(C)(C)NC1=C(C(=O)NC)C=C(C=N1)C1=C(C=CC(=C1)C(NC1=CC=CC=C1)=O)C